5-chlorobenzo[4,5]Thiazole ClC=1C=CC2=C(C=NS2)C1